(5-(4,6-dimethoxypyrimidin-2-yl)hexahydropyrrolo[3,4-c]pyrrol-2(1H)-yl)(2-(2,2-difluoroethoxy)pyridin-3-yl)methanone COC1=NC(=NC(=C1)OC)N1CC2C(C1)CN(C2)C(=O)C=2C(=NC=CC2)OCC(F)F